FC1=C(C(=O)N[C@H](C(=O)OC)CC2=C3C=CC=NC3=C(C=C2)N2C(N(C3=C(C2=O)C=CN=C3)C)=O)C(=CC(=C1)N1[C@H](COCC1)C(F)(F)F)C methyl (S)-2-(2-fluoro-6-methyl-4-((R)-3-(trifluoromethyl) morpholino)benzamido)-3-(8-(1-methyl-2,4-dioxo-1,4-dihydropyrido[3,4-d]pyrimidin-3(2H)-yl)quinolin-5-yl)propanoate